COC1=C(C=C(C=C1)C1(CCOCC1)C)S(=O)(=O)NC(=O)C1=NC2=CC=CC(=C2C=C1)C1=CC=CC(=N1)NC(OC(C)(C)C)=O tert-butyl (6-(2-(((2-methoxy-5-(4-methyltetrahydro-2H-pyran-4-yl)phenyl)sulfonyl)carbamoyl)quinolin-5-yl)pyridin-2-yl)carbamate